C(C)C1=CC([N-]S(O1)(=O)=O)=O.[Na+] Sodium 6-ethyl-2,2,4-trioxo-3,4-dihydro-1,2lambda6,3-oxathiazin-3-ide